tert-butyl N-[6-(2-allyl-4,4-dimethyl-pyrrolidin-1-yl)-2-[5-[1-benzyloxy-1-(trifluoromethyl)pent-4-enyl]-1,3,4-oxadiazol-2-yl]-5-(trifluoromethyl)-3-pyridyl]carbamate C(C=C)C1N(CC(C1)(C)C)C1=C(C=C(C(=N1)C=1OC(=NN1)C(CCC=C)(C(F)(F)F)OCC1=CC=CC=C1)NC(OC(C)(C)C)=O)C(F)(F)F